C(C)OC1CCC(CC1)NC=1N=CC2=C(N1)C(=CN=C2C2=C(C(=O)N)C=CC=C2)C2=CC(=C(C=C2)F)O (2-(((1R,4R)-4-ethoxycyclohexyl)amino)-8-(4-fluoro-3-hydroxyphenyl)pyrido[4,3-d]pyrimidin-5-yl)benzamide